ClC1=NC=C(C(=N1)NC=1N=CC=2CCC3=C(C2C1F)NC1=C3C(NCC1)=O)CN1C(CCC1)=O 2-((2-chloro-5-((2-oxopyrrolidin-1-yl)methyl)pyrimidin-4-yl)amino)-1-fluoro-5,6,8,9,10,11-hexahydro-7H-pyrido[3',4':4,5]pyrrolo[2,3-f]isoquinolin-7-one